ON=C(C1=NC=C(C=C1)NC1=NN(C=N1)C1=NC=C(C=C1)C(F)(F)F)N N'-hydroxy-5-((1-(5-(trifluoromethyl)pyridin-2-yl)-1H-1,2,4-triazol-3-yl)amino)picolinimidamide